FC(CN1C(=NC=2C1=NC(=CC2)C=2C=CN1N=C(N=CC12)N[C@@H]1C[C@@H](C1)N1CCOCC1)C)F 5-(3-(2,2-difluoroethyl)-2-methyl-3H-imidazo[4,5-b]pyridin-5-yl)-N-(cis-3-morpholinocyclobutyl)pyrrolo[2,1-f][1,2,4]triazin-2-amine